CN1C(=NC=C1)C(=O)ON=CC1=C(C=CC=C1)C(C)(C)C (tert-butyl)benzaldehyde-O-(1-methyl-1H-imidazole-2-carbonyl) oxime